CC1=NC=CC2=C1CC(C2)NCCCC2CN(C(O2)=O)C=2C=CC=1OCC(NC1N2)=O 6-[5-[3-[(1-methyl-6,7-dihydro-5H-cyclopenta[c]pyridin-6-yl)amino]propyl]-2-oxo-1,3-oxazolidin-3-yl]-4H-pyrido[3,2-b][1,4]oxazin-3-one